rac-(2s,4r)-4-methyl-2-phenyl-piperidin-4-ol C[C@@]1(C[C@H](NCC1)C1=CC=CC=C1)O |r|